(4-(bis(4-methoxyphenyl)amino)phenyl)boronic acid COC1=CC=C(C=C1)N(C1=CC=C(C=C1)B(O)O)C1=CC=C(C=C1)OC